BrC1=CC2=C(N(C(=N2)C=2N3C(C(NC4=CC=CC(C2)=C34)=O)CC)C)C(=C1)F 2-(5-bromo-7-fluoro-1-methyl-benzimidazol-2-yl)-11-ethyl-1,9-diazatricyclo[6.3.1.04,12]dodeca-2,4(12),5,7-tetraen-10-one